4,5-dimethylthiophene-3-carbonitrile CC=1C(=CSC1C)C#N